4-(5-methyl-1,3,4-thiadiazol-2-yl)-N-[(3R)-3-piperidyl]benzamide CC1=NN=C(S1)C1=CC=C(C(=O)N[C@H]2CNCCC2)C=C1